FC1=C(C=CC=C1)NC(=O)C1=NN(C(C=C1C)=O)C1=CC(=C(C=C1)OC1=CC=NC2=CC(=C(C=C12)OC)OCCCN1CCC(CC1)C)F N-(2-fluorophenyl)-1-(3-fluoro-4-{6-methoxy-7-[3-(4-methyl-1-piperidinyl)propoxy]quinolin-4-yloxy}phenyl)-4-methyl-6-oxo-1,6-dihydropyridazine-3-carboxamide